3-(((6-(3-fluoro-4-hydroxyphenyl)-1H-indazol-4-yl)oxy)methyl)azetidine-3-carbonitrile TFA salt OC(=O)C(F)(F)F.FC=1C=C(C=CC1O)C1=CC(=C2C=NNC2=C1)OCC1(CNC1)C#N